methyl 2-[[2-fluoro-4-[6-[(3-methoxy-4-pyridyl)methoxy]-2-pyridyl]phenyl]methyl]-3-(2-methoxyethyl)benzimidazole-5-carboxylate FC1=C(C=CC(=C1)C1=NC(=CC=C1)OCC1=C(C=NC=C1)OC)CC=1N(C2=C(N1)C=CC(=C2)C(=O)OC)CCOC